1-(4-bromo-2-chlorophenyl)-3-(4-chlorobenzyl)pyrrolidin-2-one BrC1=CC(=C(C=C1)N1C(C(CC1)CC1=CC=C(C=C1)Cl)=O)Cl